NC1=C(C=NN1C=1C=NC(=CC1C)OC1=C(C=CC=C1F)F)C(=O)C1=CC=2C=C3CCN(CC3=CC2N1)C(=O)NCCO 2-[(5-amino-1-{6-[(2,6-difluorophenyl)oxy]-4-methylpyridin-3-yl}pyrazol-4-yl)carbonyl]-N-(2-hydroxyethyl)-5,6,7,8-tetrahydro-1H-pyrrolo[3,2-g]isoquinoline-7-carboxamide